O=C1NC2=CC=C(C=3C2=C1C=CC3)OCC(=O)OC(C)(C)C tert-butyl 2-((2-oxo-1,2-dihydrobenzo[cd]indol-6-yl)oxy)acetate